C(=O)OC(C)C1CC(CCC1)(CC)CC 1-(3,3-diethylcyclohexyl)ethyl formate